ClC1=C(C=NC2=CC(=C(C=C12)F)O)C#N 4-chloro-6-fluoro-7-hydroxyquinoline-3-carbonitrile